tertAmyl alcohol C(C)(C)(CC)O